2-cyano-3-(8-hydroxyquinoline-5-yl)acrylic acid C(#N)C(C(=O)O)=CC1=C2C=CC=NC2=C(C=C1)O